C(CC)[Si](O[Si](C)(C)C)(O[Si](C)(C)C)O[Si](C)(C)C propyl-tri(trimethylsiloxy)silane